[4-methoxy-7-(3-methyl-3,6-dihydro-2H-pyran-4-yl)-thiazolo[4,5-c]pyridin-2-yl]-amid COC1=NC=C(C2=C1N=C(S2)[NH-])C=2C(COCC2)C